COC=1N=C(C(=NC1C=1C2=C(C=NC1)N(C=N2)C)C(=O)N)NC2=CC=C(C=C2)C2(CC2)S(=O)(=O)C 5-methoxy-6-(3-methylimidazo[4,5-c]pyridin-7-yl)-3-[4-(1-methylsulfonylcyclopropyl)anilino]pyrazine-2-carboxamide